C1=CC=CC=2C3=CC=CC=C3C(C12)COC(=O)N[C@@H](C(C)C)C(=O)O N-{[(9H-fluoren-9-yl)methoxy]carbonyl}-L-valine